C(C)N(CCN1C=CC2=CC(=CC=C12)N)CC 1-(2-(diethylamino)ethyl)-1H-indol-5-amine